1-(3-ureidophenyl)-5-mercaptotetrazole N(C(=O)N)C=1C=C(C=CC1)N1N=NN=C1S